[Mg+2].C(CCCCC)(=O)[O-].C(CCCCC)(=O)[O-] hexanoic acid magnesium salt